2,6-dichloro-4-trifluoromethyl-benzenediazonium chloride salt [Cl-].ClC1=C(C(=CC(=C1)C(F)(F)F)Cl)[N+]#N